ClC=1C=C2C(=CN1)N(C(=C2)C=2C(=CC1=C(N=CS1)C2)OC)C 5-[5-chloro-1-methylpyrrolo[2,3-c]pyridin-2-yl]-6-methoxy-1,3-benzothiazole